C1(CCC1)C1=CC=C(C=C1)C(C)N1N=CC2=C(C=CC(=C12)C(=O)N)C#CC 1-(1-(4-cyclobutylphenyl)ethyl)-4-(propane-1-yne-1-yl)-1H-indazole-7-carboxamide